CC=1C=NC=NC1 5-methyl-pyrimidine